OCCC(CCCCC(=O)[O-])=O 8-hydroxy-6-oxooctanoate